C1(CC1)C1=C(C(=NO1)C1=C(C=CC=C1Cl)Cl)CO[C@H]1[C@@H]2CN([C@H](C1)C2)C2=C(C=C(C(=O)NS(=O)(=O)CCCCCCCCCCCC)C=C2)F 4-[(1S,4S,5R)-5-[[5-cyclopropyl-3-(2,6-dichlorophenyl)-1,2-oxazol-4-yl]methoxy]-2-azabicyclo[2.2.1]heptan-2-yl]-N-(dodecane-1-sulfonyl)-3-fluorobenzamide